FC1=C(C)C(=CC=C1F)OC 2,3-difluoro-6-methoxyl-toluene